lithium magnesium sodium salt [Na].[Mg].[Li]